C(C)OC1=CC=C(C=C1)NC(=O)C1N=C2C(=N1)C=CC=C2 2H-benzimidazole-2-carboxylic acid (4-ethoxyphenyl)amide